C(CCCC\C=C/C\C=C/C\C=C/CCCCC)(=O)OCCCCC(OC(NCCOCCN(C)C)=O)CCCCOC(CCCC\C=C/C\C=C/C\C=C/CCCCC)=O 11-(4-{[(6Z,10Z,12Z)-1-oxooctadeca-6,9,12-trienyl] oxy} butyl)-2-methyl-9-oxo-2,8-diaza-5,10-dioxapentadecan-15-yl (6Z,10Z,12Z)-octadeca-6,9,12-trienoate